(S)-3-(5-(1-aminoisoquinolin-7-yl)-3-((2-(2-ethoxy-2-oxoethyl)phenoxy)methyl)-1H-indazol-1-yl)pyrrolidine-1-carboxylic acid isobutyl ester C(C(C)C)OC(=O)N1C[C@H](CC1)N1N=C(C2=CC(=CC=C12)C1=CC=C2C=CN=C(C2=C1)N)COC1=C(C=CC=C1)CC(=O)OCC